2-(4-Fluorophenyl)-N-(4-{7-[methyl(1-methylpiperidin-4-yl)amino]-3-(pyridin-2-yl)-1H-pyrrolo[3,2-b]pyridin-2-yl}pyridin-2-yl)acetamid FC1=CC=C(C=C1)CC(=O)NC1=NC=CC(=C1)C1=C(C2=NC=CC(=C2N1)N(C1CCN(CC1)C)C)C1=NC=CC=C1